3-glycidyloxypropylmethyldi-ethoxysilane C(C1CO1)OCCC[Si](OCC)(OCC)C